4-(methylthio)acetophenone CC(=O)C1=CC=C(C=C1)SC